4-(1-(1-Acryloylpiperidin-3-yl)-5-aminoimidazo[1,5-c]pyrimidin-3-yl)-N-(pyridin-2-yl)benzamide C(C=C)(=O)N1CC(CCC1)C=1N=C(N2C(=NC=CC21)N)C2=CC=C(C(=O)NC1=NC=CC=C1)C=C2